COC(=O)C1=CC(=NC2=CC=C(C=C12)Br)Cl 6-bromo-2-chloroquinoline-4-carboxylic acid methyl ester